C(C1=CC=CC=C1)N1C(CCC1CC(=O)N1C(CCC1)C1=CC(=C(C=C1)Cl)Cl)=O 1-benzyl-5-[2-[2-(3,4-dichlorophenyl)pyrrolidin-1-yl]-2-oxoethyl]pyrrolidin-2-on